3-Bromo-5-(2-methylprop-1-en-1-yl)-1-[3-(1,1,2,2,2-pentadeuteroethoxy)phenyl]pyrazole BrC1=NN(C(=C1)C=C(C)C)C1=CC(=CC=C1)OC(C([2H])([2H])[2H])([2H])[2H]